NC=1NC(=C(N1)C1=CC2=C(OCC(N2)=O)C=C1)C1=CC(=NC=C1)C 6-(2-Amino-5-(2-methylpyridin-4-yl)-1H-imidazol-4-yl)-2H-benzo[b][1,4]oxazin-3(4H)-one